tert-butyl 4-[(4R)-4-methyl-6-[1-methyl-3-(1-methylpyrazol-4-yl)indazol-5-yl]-2-oxo-1,3,4,5-tetrahydro-1,5-benzodiazepin-8-yl]-3,6-dihydro-2H-pyridine-1-carboxylate C[C@H]1NC2=C(NC(C1)=O)C=C(C=C2C=2C=C1C(=NN(C1=CC2)C)C=2C=NN(C2)C)C=2CCN(CC2)C(=O)OC(C)(C)C